tert-butyl N-[3-[3-[(3R)-3-(tert-butoxycarbonylamino)-8-fluoro-4-oxo-3,5-dihydro-2H-1,5-benzothiazepin-7-yl]-1,2,4-oxadiazol-5-yl]oxetan-3-yl]carbamate C(C)(C)(C)OC(=O)N[C@H]1CSC2=C(NC1=O)C=C(C(=C2)F)C2=NOC(=N2)C2(COC2)NC(OC(C)(C)C)=O